CN1N=C(C(=C1)C1=CC=2C3=C(C=NC2C=C1OC)N(C(N3C3=C(C=NC=C3OC)F)=O)C)C 8-(1,3-Dimethyl-1H-pyrazol-4-yl)-1-(Sa)-(3-fluoro-5-methoxy-pyridin-4-yl)-7-methoxy-3-methyl-1,3-dihydro-imidazo[4,5-c]quinolin-2-one